3-(3,5-di-tert-butyl-4-hydroxyphenyl)propanoic acid C(C)(C)(C)C=1C=C(C=C(C1O)C(C)(C)C)CCC(=O)O